2-tert-butoxycarbonyl-2-azaspiro[3.3]heptane-6-carboxylic acid C(C)(C)(C)OC(=O)N1CC2(C1)CC(C2)C(=O)O